[Si](C)(C)(C(C)(C)C)OC1C(CC(C1)N1C=C(C2=C1N=CN=C2NCC2=C(C=C(C=C2)OC)OC)C2=NN(C=C2)C)C=O 2-[(tert-butyldimethylsilyl)oxy]-4-(4-{[(2,4-dimethoxyphenyl)methyl]amino}-5-(1-methyl-1H-pyrazol-3-yl)-7H-pyrrolo[2,3-d]pyrimidin-7-yl)cyclopentane-1-carbaldehyde